(2S)-2-(4,6-dichloro-1H-pyrazolo[3,4-d]pyrimidin-1-yl)butan-1-ol ClC1=C2C(=NC(=N1)Cl)N(N=C2)[C@H](CO)CC